C12(C(=O)CC(CC1)C2(C)C)CS(=O)(=O)[O-].FC(C2=CC=C(C=C2)[I+]C2=CC=C(C=C2)C(F)(F)F)(F)F di(4-trifluoromethylphenyl)iodonium 10-camphorsulfonate